dizinc dihydrogen phosphate P(=O)(O)(O)[O-].[Zn+2].[Zn+2].P(=O)(O)(O)[O-].P(=O)(O)(O)[O-].P(=O)(O)(O)[O-]